((2-((4-chloro-2-cyanophenoxy)methyl)pyridin-4-yl)oxy)azetidine-1-carboxylic acid tert-butyl ester C(C)(C)(C)OC(=O)N1C(CC1)OC1=CC(=NC=C1)COC1=C(C=C(C=C1)Cl)C#N